FC1=C(C=CC(=C1)S(=O)(=O)C)C1=COCCCN1C=O 3-(2-fluoro-4-methylsulfonyl-phenyl)-6,7-dihydro-5H-1,4-oxazepine-4-carbaldehyde